4-[(E)-3-[4-[(2-Methylidenecyclopropylidene)methyl]phenyl]-3-oxoprop-1-enyl]benzoic acid C=C1C(C1)=CC1=CC=C(C=C1)C(/C=C/C1=CC=C(C(=O)O)C=C1)=O